C[C@@]1([C@H]([C@H]1B1OC(C(O1)(C)C)(C)C)CO)CO |&1:3| rac-((1R,2S)-1-methyl-3-(4,4,5,5-tetramethyl-1,3,2-dioxaborolan-2-yl)cyclopropane-1,2-diyl)dimethanol